(6S,7S)-8-[(1s,3s)-3-fluorocyclobutanecarbonyl]-7-({[(1s,4s)-4-phenylcyclohexyl]oxy}methyl)-3-oxa-1,8-diazaspiro[5.5]undecan-2-one FC1CC(C1)C(=O)N1[C@@H]([C@@]2(CCOC(N2)=O)CCC1)COC1CCC(CC1)C1=CC=CC=C1